F[C@H]1CN(CC[C@H]1NC=1C=2N(C=CC1)C(=C(N2)C#CC)CC(F)(F)F)C (3S,4R)-3-fluoro-1-methyl-N-[2-(prop-1-yn-1-yl)-3-(2,2,2-trifluoroethyl)imidazo[1,2-a]pyridin-8-yl]piperidin-4-amine